CN1C=NC=C1 3-Methylimidazole